2-(benzo[d]thiazol-2-yl)-3-(7-hydroxycoumarin-3-yl)acrylonitrile S1C(=NC2=C1C=CC=C2)C(C#N)=CC=2C(OC1=CC(=CC=C1C2)O)=O